BrC1=C(C=CC(=C1)Cl)CC(O[Si](C)(C)C(C)(C)C)C1CC1 [2-(2-bromo-4-chlorophenyl)-1-cyclopropylethoxy]-tert-butyl-dimethylsilane